BrC=1C(=C(C(=C(C1)N(C(OC(C)(C)C)=O)C(=O)OC(C)(C)C)C#N)O)CC=O tert-butyl (5-bromo-2-cyano-3-hydroxy-4-(2-oxoethyl)phenyl)(tert-butoxycarbonyl)carbamate